C(C)(C)(C)OC(=O)N1C(CNCCC1)C1=CC(=CC=2CCOC21)NC2=NC(=CC(=N2)C)NC [5-[[4-methyl-6-(methylamino)pyrimidin-2-yl]amino]-2,3-dihydrobenzofuran-7-yl]-1,4-diazepane-1-carboxylic acid tert-butyl ester